(2-(4'-isopropyl-[1,1'-biphenyl]-3-carbonyl)-1,2,3,4-tetrahydroisoquinolin-6-yloxy)-2-methylpropanoic acid methyl ester COC(C(C)(C)OC=1C=C2CCN(CC2=CC1)C(=O)C=1C=C(C=CC1)C1=CC=C(C=C1)C(C)C)=O